N-(4-(2-(1-(2-(methylsulfanyl)propionyl)piperidin-2-yl)-1H-imidazol-4-yl)phenyl)methanesulfonamide CSC(C(=O)N1C(CCCC1)C=1NC=C(N1)C1=CC=C(C=C1)NS(=O)(=O)C)C